(S)-3-(4-(tert-butoxycarbonyl)-2-(2-methoxy-2-oxoethyl)piperazin-1-yl)benzoic acid C(C)(C)(C)OC(=O)N1C[C@@H](N(CC1)C=1C=C(C(=O)O)C=CC1)CC(=O)OC